Cl.CC=1N=C2N(N=C(C=C2)C2=CC3=C(N=C(S3)C3CCNCC3)C=C2)C1 2-Methyl-6-[2-(piperidin-4-yl)-1,3-benzothiazol-6-yl]imidazo[1,2-b]pyridazin-Hydrochlorid